ClC1=NC=C(C(=N1)C1=CC=CC(=N1)N1C(CCCC1)=O)F 1-(6-(2-chloro-5-fluoropyrimidin-4-yl)pyridin-2-yl)piperidin-2-one